dihydrooxadiazine C1C=CONN1